ClC1=CC(=CC(=N1)N=S(=O)(C)C)C(F)(F)F ((6-chloro-4-(trifluoromethyl)pyridin-2-yl)imino)dimethyl-λ6-sulfanone